n-Butyryl chloride CCCC(=O)Cl